N-((5,6-dichloro-1H-benzo[d]imidazol-2-yl)methyl)-3-(1-methyl-1H-pyrazol-4-yl)-6-(4-methylpiperazin-1-yl)imidazo[1,2-b]pyridazin-8-amine ClC1=CC2=C(NC(=N2)CNC=2C=3N(N=C(C2)N2CCN(CC2)C)C(=CN3)C=3C=NN(C3)C)C=C1Cl